3-cyano-4-dimethylamino-benzoic acid methyl ester COC(C1=CC(=C(C=C1)N(C)C)C#N)=O